C(\C=C\C(=O)[O-])(=O)OCCCCCCC Monoheptyl fumarate